CN1C(C2=CC=C(C=C2CC1)B1OC(C(O1)(C)C)(C)C)=O 2-methyl-6-(4,4,5,5-tetramethyl-1,3,2-dioxaborolan-2-yl)-3,4-dihydroisoquinolin-1(2H)-one